2-(benzo[d]thiazol-7-ylamino)-6-cyclopropylnicotinonitrile S1C=NC2=C1C(=CC=C2)NC2=C(C#N)C=CC(=N2)C2CC2